(S)-2-((3S,5R,6S)-3-Allyl-5-(3-chlorophenyl)-6-(4-chlorophenyl)-3-methyl-2-oxopiperidin-1-yl)butan C(C=C)[C@@]1(C(N([C@@H]([C@H](C1)C1=CC(=CC=C1)Cl)C1=CC=C(C=C1)Cl)[C@@H](C)CC)=O)C